bis(2-bromo-3-methoxyphenoxy)-acetone BrC1=C(OC(C(C)=O)OC2=C(C(=CC=C2)OC)Br)C=CC=C1OC